C(C1=CC=CC=C1)OC1=C(/C=C/C=2SC(=C3C2OCCO3)C=O)C=CC(=C1)N(CCCCO[Si](C1=CC=CC=C1)(C1=CC=CC=C1)C(C)(C)C)CCCCO[Si](C1=CC=CC=C1)(C1=CC=CC=C1)C(C)(C)C (E)-7-[2-(benzyloxy)-4-[bis[4-[(tert-butyldiphenylsilyl)oxy]butyl]amino]styryl]-2,3-dihydrothieno[3,4-b][1,4]dioxine-5-carbaldehyde